2-(4-pyridine-4-yl-phenyl)acetonitrile N1=CC=C(C=C1)C1=CC=C(C=C1)CC#N